ClC=1C=C(C=C(C1)C(F)(F)F)NC(C1=C(C(=CC=C1)C#CC1=CN=C2N1N=C(C=C2)N2CCOCC2)C)=O N-(3-chloro-5-(trifluoromethyl)phenyl)-2-methyl-3-((6-morpholinoimidazo[1,2-b]pyridazin-3-yl)ethynyl)benzamide